N1(CCC2=CC=CC=C12)CC1=CC=C(C=C1)C1=NC2=C(N1)C=CC=C2C(=O)N 2-(4-(indolin-1-ylmethyl)phenyl)-1H-benzimidazole-4-carboxamide